C[C@H](CC(=O)OCC)CCC=O ethyl (S)-3-methyl-6-oxohexanoate